2-(1-(3-cyanophenyl)-1H-pyrazol-4-yl)-N-(5-cyclopropyl-1H-pyrazol-3-yl)propanamide C(#N)C=1C=C(C=CC1)N1N=CC(=C1)C(C(=O)NC1=NNC(=C1)C1CC1)C